COC=1C=C2CCN(C(C2=CC1)=O)C1=NC=CC=C1 6-methoxy-2-(pyridin-2-yl)-3,4-dihydro-isoquinolin-1(2H)-one